(E)-3-(2-((4-(2-(4-chloro-2-fluorophenyl)-2-methylbenzo[d][1,3]dioxol-4-yl)piperidin-1-yl)methyl)-1-((1-(methyl-sulfonyl)azetidin-3-yl)methyl)-1H-imidazol-5-yl)acrylic acid ClC1=CC(=C(C=C1)C1(OC2=C(O1)C=CC=C2C2CCN(CC2)CC=2N(C(=CN2)/C=C/C(=O)O)CC2CN(C2)S(=O)(=O)C)C)F